CC12CCCC(CCC1)(C2)C(=O)NC=2SC1=C(N2)C(=C(C(=C1)F)F)F 5-Methyl-N-(4,5,6-Trifluoro-1,3-benzothiazol-2-yl)bicyclo[3.3.1]nonan-1-carboxamid